[Cl].C(CCCCCCCCC)OCCCCCCCCCC Decyl ether Chlorine